NC1=CC(=NN1C=1SC2=C(N1)C=CC=C2)O 5-amino-1-(benzo[d]thiazol-2-yl)-1H-pyrazol-3-ol